C(C)OC(C=C1CN(C1)C1=C(C=C(C=C1F)[N+](=O)[O-])F)=O 2-[1-(2,6-difluoro-4-nitro-phenyl)azetidin-3-ylidene]Acetic acid ethyl ester